C(C)(=O)ON=C(C)C1=C(C=C(C=C1)C)N1C2=CC=CC=C2C=2C=C(C=CC12)[N+](=O)[O-] 1-(4-methyl-2-(3-nitro-9H-carbazol-9-yl)phenyl)ethanone O-acetyl oxime